CC1(CNC(C2=CC=C(C=C12)C1=NC(=NC=C1)NC1=C(C=CC=C1)S(=O)(=O)NC)=O)C ((4-(4,4-dimethyl-1-oxo-1,2,3,4-tetrahydroisoquinolin-6-yl)pyrimidin-2-yl)amino)-N-methylbenzenesulfonamide